N-((5-(4-isopropyl-5-(8-methyl-[1,2,4]triazolo[1,5-a]pyridin-6-yl)-1H-pyrazol-3-yl)pyridin-2-yl)methyl)propan-2-amine C(C)(C)C=1C(=NNC1C=1C=C(C=2N(C1)N=CN2)C)C=2C=CC(=NC2)CNC(C)C